FC(C)(F)C1(CN(CC1)C(=O)OC(C)(C)C)C(N(C)C)=O tert-butyl 3-(1,1-difluoroethyl)-3-(dimethylcarbamoyl)pyrrolidine-1-carboxylate